C(CC)C1=CC=C(C=C)C=C1 para-n-propyl-styrene